2,2'-bis-(2-fluorophenyl)-4,4',4,4'-tetrakis-(3-methoxyphenyl)-biimidazole FC1=C(C=CC=C1)C1(N=CC(N1)(C1=CC(=CC=C1)OC)C1=CC(=CC=C1)OC)C1(N=CC(N1)(C1=CC(=CC=C1)OC)C1=CC(=CC=C1)OC)C1=C(C=CC=C1)F